C(C)(=O)NC=1C=C(C=C(C1)C(=O)NCC(CO)O)C(=O)NCC(CO)O 5-acetamido-N,N'-bis(2,3-dihydroxypropyl)-1,3-benzenedicarboxamide